C1(=CC=CC=C1)[C@@H](C)NC1CCCC=2C3=CC=CC=C3NC12 1-(((R)-1-phenylethyl)amino)-2,3,4,9-tetrahydro-1H-carbazol